ICC1(CC1)C 1-(iodomethyl)-1-methyl-cyclopropane